methyl (2S)-2-[(tert-butoxycarbonyl)amino]-3-[5-chloro-2-(cyclopropylmethoxy)pyridin-3-yl]propanoate C(C)(C)(C)OC(=O)N[C@H](C(=O)OC)CC=1C(=NC=C(C1)Cl)OCC1CC1